C(C)(C)OC(=O)OC(=O)OC(C)C.BrC=1N=C(C2=CC=CC=C2C1C(F)(F)F)C 3-bromo-1-methyl-4-(trifluoromethyl)isoquinoline Di-iso-propyldicarbonat